2-((3-(3-cyclopropyl-6a,7,9,10-tetrahydropyrazino[1,2-d]pyrido[3,2-b][1,4]oxazin-8(6H)-yl)-3-oxopropoxy)methyl)azetidin C1(CC1)C1=CC=2OCC3N(C2N=C1)CCN(C3)C(CCOCC3NCC3)=O